2-(2,2,2-trifluoroethoxy)pyrimidine-5-carbonitrile FC(COC1=NC=C(C=N1)C#N)(F)F